N-methyl-N-propylpyridine-2-amide CN(C(=O)C1=NC=CC=C1)CCC